OC=1C=C(C=CC1O)/C=C/C=C/C=C/C(=O)OC(C)C isopropyl (2E,4E,6E)-7-(3,4-dihydroxyphenyl)hepta-2,4,6-trienoate